[Ca].[Al].[Gd].C(C)N(C1=CC=C(C=C1)CC1=CC=C(C=C1)N(CC)CCCC)CCCC bis(4-(ethyl-n-butylamino)phenyl)methane gadolinium aluminum calcium